C(C)(C)(C)C1=CC(=C(C(=C1)C(C)(C)C)O)C(C)C 4,6-di-tert-butyl-2-isopropyl-phenol